FC1=CC=C(OC2=C(N=NN2)C(=O)[O-])C=C1.[Na+] sodium 5-(4-fluorophenoxy)-1H-1,2,3-triazole-4-carboxylate